2-chloro-4-(3-fluoroazetidin-1-yl)-6,7-dimethylpteridine ClC1=NC2=NC(=C(N=C2C(=N1)N1CC(C1)F)C)C